1-[6-(2-hydroxy-4,6-dimethyl-phenyl)pyridazin-3-yl]-4-(hydroxymethyl)pyrrolidin-2-one OC1=C(C(=CC(=C1)C)C)C1=CC=C(N=N1)N1C(CC(C1)CO)=O